1,4,7,10-tetraazacyclododecane-1,7-dicarboxylic acid dibenzyl ester C(C1=CC=CC=C1)OC(=O)N1CCNCCN(CCNCC1)C(=O)OCC1=CC=CC=C1